CN(S(=O)=O)CC1=CC(=CC=C1)C1=NN(C(C2=CC=CC=C12)=O)C1=CC=CC=C1 N-methyl-N-(3-(4-oxo-3-phenyl-3,4-dihydro-phthalazin-1-yl)phenyl)methylsulfonamide